4,6-bis(3,5-di(pyridin-3-yl)phenyl)-2-methylpyrimidine N1=CC(=CC=C1)C=1C=C(C=C(C1)C=1C=NC=CC1)C1=NC(=NC(=C1)C1=CC(=CC(=C1)C=1C=NC=CC1)C=1C=NC=CC1)C